COC(=O)C1CCC2(C(CC3=CC=CC=C23)C[C@H](COC2=CC=NC=3CCC[C@H](C23)C)C)CC1 2'-[(2R)-2-methyl-3-{[(5R)-5-methyl-5,6,7,8-tetrahydroquinolin-4-yl]oxy}propyl]-2',3'-dihydrospiro[cyclohexane-1,1'-indene]-4-carboxylic acid methyl ester